5-tosyl-5H-pyrrolo[2,3-B]pyrazine-2-carbamic acid tert-butyl ester C(C)(C)(C)OC(NC=1N=C2C(=NC1)N(C=C2)S(=O)(=O)C2=CC=C(C)C=C2)=O